COC1(COC1)C1=CC(=NC=C1)N1N=CC(=C1)S(=O)(=O)NC1=C2C(=NNC2=CC=C1)C 1-(4-(3-METHOXYOXETAN-3-YL)PYRIDIN-2-YL)-N-(3-METHYL-1H-INDAZOL-4-YL)-1H-PYRAZOLE-4-SULFONAMIDE